ClC1=CC=NC2=CC=C(C=C12)C1(CC1)[B-](F)(F)F.[K+] potassium (1-(4-chloroquinolin-6-yl)cyclopropyl)trifluoroborate